ethyl 6-vinylimidazo[1,2-a]pyrazine-2-carboxylate C(=C)C=1N=CC=2N(C1)C=C(N2)C(=O)OCC